ClC1=CC=C(N=N1)N([C@@H]1[C@@H]([C@H]2CCC[C@@H](C1)N2C(=O)OC(C)(C)C)F)C |r| (±)-tert-butyl (1R,2S,3S,5S)-3-((6-chloropyridazin-3-yl) (methyl)amino)-2-fluoro-9-azabicyclo[3.3.1]nonane-9-carboxylate